NC1=C2C(=NC=N1)N(N=C2C)C(C)C2=C(C(=C(C#N)C(=C2)Cl)C2CN(C2)CCO)OCC 4-[1-(4-amino-3-methyl-1H-pyrazolo[3,4-d]pyrimidin-1-yl)ethyl]-6-chloro-3-ethoxy-2-[1-(2-hydroxyethyl)azetidin-3-yl]benzonitrile